2-[2-(1-pyrrolidinyl)ethoxy]propyl-N-(2-cyanoethyl)-amine N1(CCCC1)CCOC(CNCCC#N)C